2-(4-((2-acetamidothiazol-5-yl)methyl)piperazin-1-yl)-N-(4-isopropylphenyl)acetamide C(C)(=O)NC=1SC(=CN1)CN1CCN(CC1)CC(=O)NC1=CC=C(C=C1)C(C)C